C1=C(C=CC2=CC=CC=C12)C1=NC2=C3N=CC=C(C3=CC=C2C(=C1)C1=CC=CC=C1)C1=CC=CC=C1 (naphthalen-2-yl)4,7-diphenyl-1,10-phenanthroline